dioctadecyl-glycine C(CCCCCCCCCCCCCCCCC)N(CC(=O)O)CCCCCCCCCCCCCCCCCC